CN1N=C(NC1=O)C(=O)O 1-Methyl-5-oxo-4,5-dihydro-1H-1,2,4-triazole-3-carboxylic acid